FC1=C(C=CC(=C1NC=1C2=C(N=CN1)SC(=N2)SC)F)NS(=O)(=O)C2=C(C(=CC=C2)F)C N-[2,4-difluoro-3-[(2-methylsulfanylthiazolo[5,4-d]pyrimidin-7-yl)amino]phenyl]-3-fluoro-2-methyl-benzenesulfonamide